1,3,4-trimethyl-1H-pyrazole-5-carboxylic acid ethyl ester C(C)OC(=O)C1=C(C(=NN1C)C)C